N-(6-amino-5-ethylpyridin-3-yl)-2-((2R,5S)-5-methyl-2-(2-(1-methyl-1H-imidazol-2-yl)benzo[d]thiazol-5-yl)piperidin-1-yl)-2-oxoacetamide NC1=C(C=C(C=N1)NC(C(=O)N1[C@H](CC[C@@H](C1)C)C=1C=CC2=C(N=C(S2)C=2N(C=CN2)C)C1)=O)CC